tetraheptyl-tetramethyl-cyclotetrasiloxane C(CCCCCC)[Si]1(O[Si](O[Si](O[Si](O1)(C)CCCCCCC)(C)CCCCCCC)(C)CCCCCCC)C